[C@H](C)(CC)[C@@H]1N(CC2=C(NC1=O)C=CC=C2)C(=O)N2CC(C2)(F)F (S)-3-((S)-sec-butyl)-4-(3,3-difluoroazetidine-1-carbonyl)-1,3,4,5-tetrahydro-2H-benzo[e][1,4]diazepin-2-one